C(C)(C)(C)OC(=O)N1CCC(CC1)NC(=O)C1=CC2=C(N(C(=N2)NC=2SC3=C(N2)C=CC(=C3)OC(F)(F)F)C)C=C1 4-{[1-Methyl-2-(6-trifluoromethoxy-benzothiazol-2-ylamino)-1H-benzoimidazole-5-carbonyl]-amino}-piperidine-1-carboxylic acid tert-butyl ester